C1(CCCC1)S(=O)(=O)C=1C=C(C=CC1)NC(C1=C(N=C(C=C1)NC1(COC1)CO)N1CCC2(CC2)CC1)=O N-(3-(cyclopentylsulfonyl)phenyl)-6-((3-(hydroxymethyl)oxetan-3-yl)amino)-2-(6-azaspiro[2.5]octan-6-yl)nicotinamide